5-(4-methoxyphenoxy)-2-nitrobenzenesulfonamide COC1=CC=C(OC=2C=CC(=C(C2)S(=O)(=O)N)[N+](=O)[O-])C=C1